O(C1=CC=CC=C1)CC(=O)N1C[C@H]2N(C(C3=C(NC2=O)C=CC(=C3)C3=CC(=CC=C3)C(F)(F)F)=O)CC1 (R)-2-(2-phenoxyacetyl)-8-(3-(trifluoromethyl)phenyl)-1,3,4,12a-tetrahydrobenzo[e]pyrazino[1,2-a][1,4]diazepine-6,12(2H,11H)-dione